2-(furan-2-yl)-5-(3-((4-phenylpiperazin-1-yl)methyl)piperidin-1-yl)-[1,2,4]triazolo[1,5-a][1,3,5]triazine-7-amine O1C(=CC=C1)C1=NN2C(N=C(N=C2N)N2CC(CCC2)CN2CCN(CC2)C2=CC=CC=C2)=N1